rac-(1r,2r)-2-(3-bromophenyl)cyclopropane-1-carboxylic acid ethyl ester C(C)OC(=O)[C@H]1[C@@H](C1)C1=CC(=CC=C1)Br |r|